C(NC(C1=NC(=C(C=C1)N1CCNCC1)C([2H])([2H])[2H])=O)([2H])([2H])[2H] N,6-bis(methyl-d3)-5-(piperazin-1-yl)picolinamide